4-hydroxy-3-methoxyphenylpyruvate OC1=C(C=C(C=C1)CC(C(=O)[O-])=O)OC